N-[2-({4-[3-(3-fluoro-5-methylphenyl)-1H-pyrrolo[3,2-b]pyridin-2-yl]pyridin-3-yl}oxy)ethyl]-N-methylprop-2-enamide FC=1C=C(C=C(C1)C)C1=C(NC=2C1=NC=CC2)C2=C(C=NC=C2)OCCN(C(C=C)=O)C